(S)-N-(1-(dimethylamino)propan-2-yl)-5-(4-(trifluoro-methyl)phenyl)-2-naphthamide CN(C[C@H](C)NC(=O)C1=CC2=CC=CC(=C2C=C1)C1=CC=C(C=C1)C(F)(F)F)C